3-(1-hydroxyethyl)-1H-isochromen-1-one OC(C)C=1OC(C2=CC=CC=C2C1)=O